N-(4-(2-chlorophenyl)thiazol-2-yl)-4-(4-(2-methoxyethyl)piperazin-1-yl)benzamide ClC1=C(C=CC=C1)C=1N=C(SC1)NC(C1=CC=C(C=C1)N1CCN(CC1)CCOC)=O